1-methyl-N-(5-(piperazin-1-yl)pyridin-2-yl)-1H-pyrazole-4-carboxamide hydrochloride Cl.CN1N=CC(=C1)C(=O)NC1=NC=C(C=C1)N1CCNCC1